N(=C=O)[C@@H](C)C1=CC=C(C=C1)CCC1=CC=CC=C1 1-[(1S)-1-Isocyanatoethyl]-4-(2-phenylethyl)benzene